N1C(C(C=C1)=O)=O pyrroldion